N-(4,4-difluorocyclohexyl)-6-(3-(isopropoxymethyl)morpholino)-2-(4-methylthiazol-2-yl)pyrimidin-4-amine FC1(CCC(CC1)NC1=NC(=NC(=C1)N1C(COCC1)COC(C)C)C=1SC=C(N1)C)F